2',5-dichloro-N-(5-chloro-6-(2H-1,2,3-triazol-2-yl)pyridin-3-yl)-4'-fluoro-2-(isopropylamino)-[1,1'-biphenyl]-4-carboxamide ClC1=C(C=CC(=C1)F)C1=C(C=C(C(=C1)Cl)C(=O)NC=1C=NC(=C(C1)Cl)N1N=CC=N1)NC(C)C